CC1=CC(=NC(=N1)N1CCCCC1)N1CC2(C=3C=NC(=CC31)NC(C)=O)CC2 N-(1'-(6-methyl-2-(piperidin-1-yl)pyrimidin-4-yl)-1',2'-dihydrospiro[cyclopropane-1,3'-pyrrolo[3,2-c]pyridin]-6'-yl)acetamide